C(C1=CC=CC=C1)(=O)C1=CC=C(C=C1)SC1=C(C=CC=C1)C1(CC=C(C=C1)S(=O)(=O)C(C=O)(C)C)C 4-[(4-benzoylphenylsulfanyl)phenyl]-2-methyl-2-[(4-methylphenyl)sulfonyl]propan-1-one